BrC=1C=C(CN2N=C(N=C2N)NC2=CC(=C(C=C2)Cl)Cl)C=CC1 1-(3-bromobenzyl)-N3-(3,4-dichlorophenyl)-1H-1,2,4-triazole-3,5-diamine